FC1=CC(=C(C=C1)N1CN(C(C2=CC=CC=C12)=O)C=1C(=NC(=CC1)OC)C)C 1-(4-fluoro-2-methylphenyl)-3-(6-methoxy-2-methylpyridin-3-yl)-2,3-dihydroquinazolin-4(1H)-one